4-((1-(4-(tert-butyl)piperazine-1-carbonyl)cyclopentyl)sulfanyl)benzonitrile C(C)(C)(C)N1CCN(CC1)C(=O)C1(CCCC1)SC1=CC=C(C#N)C=C1